FC1=CC=C(C=C1)N1CC=2C(=NC(=CC2C1=O)C(C)(C)F)C1=C(C=C(C=C1)F)OCC(F)(F)F 2-(4-fluorophenyl)-6-(2-fluoropropan-2-yl)-4-[4-fluoro-2-(2,2,2-trifluoroethoxy)phenyl]-2,3-dihydro-1H-pyrrolo[3,4-c]pyridin-1-one